C(C)CC(CC(=O)[O-])=O.C(C)CC(CC(=O)[O-])=O.C(C)CC(CC(=O)[O-])=O.C(C)CC(CC(=O)[O-])=O.[Ti+4] titanium tetrakis(ethylacetoacetate)